C1(=CC=CC=C1)CN1C2=CC=CC(=C2C=2C=CC=CC12)C(N)=O 9-[(phenyl)methyl]-5-carbamoylcarbazol